bis(3,3-dimethoxypropyl)sulfane COC(CCSCCC(OC)OC)OC